(R)-N-(1-(4-chlorophenyl)-2,2,2-trifluoroethylidene)-2-methylpropane-2-sulfinamide ClC1=CC=C(C=C1)C(C(F)(F)F)=N[S@](=O)C(C)(C)C